2,4-DICHLORO-5-FLUORO-3-FORMYL-BENZOIC ACID ClC1=C(C(=O)O)C=C(C(=C1C=O)Cl)F